methyl 4-(5-fluoro-4-(1-fluoroethyl) pyridin-3-yl)-2-methyl-5-oxo-1,4,5,7-tetrahydrofuro[3,4-b]pyridine-3-carboxylate FC=1C(=C(C=NC1)C1C2=C(NC(=C1C(=O)OC)C)COC2=O)C(C)F